N-(3-fluoro-4-((6-methoxy-7-(2-morpholinoacetamido)quinolin-4-yl)oxy)phenyl)-5-(4-fluorophenyl)-6-oxo-2,3,5,6-tetrahydrofuro[3,2-c]pyridine-7-carboxamide FC=1C=C(C=CC1OC1=CC=NC2=CC(=C(C=C12)OC)NC(CN1CCOCC1)=O)NC(=O)C1=C2C(=CN(C1=O)C1=CC=C(C=C1)F)CCO2